6-((R)-3-(2,3-difluorophenyl)isoxazolidin-2-yl)-N-(4-(4-(6-ethyl-3,6-diazabicyclo[3.1.1]heptan-3-yl)piperidin-1-yl)-2-methoxyphenyl)pyrimidin-4-amine FC1=C(C=CC=C1F)[C@@H]1N(OCC1)C1=CC(=NC=N1)NC1=C(C=C(C=C1)N1CCC(CC1)N1CC2N(C(C1)C2)CC)OC